N-(3-Cyclobutylisoxazol-5-yl)-2-(3,5-dicyanophenyl)-2-(3,3-difluorocyclopentyl)acetamide C1(CCC1)C1=NOC(=C1)NC(C(C1CC(CC1)(F)F)C1=CC(=CC(=C1)C#N)C#N)=O